5-formyl-4-methyl-1H-indole-2-carbonitrile C(=O)C=1C(=C2C=C(NC2=CC1)C#N)C